CCCCC(CCCCCCCCCC)O pentadecan-5-ol